thio-pseudouridine [C@@H]1([C@H](O)[C@H](O)[C@@H](CO)O1)C1=CNC(=S)NC1=O